FC(F)(F)S(=O)(=O)O.C(CC)N1CN(C=C1)C 1-propyl-3-methylimidazole-trifluoromethylsulfonate salt